2-(2-isobutoxycarbonyl)acetoxy-1,3-propanediol CC(C)(C)OC(=O)CC(=O)OC(CCO)O